p-coumaroyl-triacetin C(\C=C\C1=CC=C(C=C1)O)(=O)CC(OCC(OC(C)=O)COC(C)=O)=O